BrC1=NN(C(=N1)OC1=CC(=CC(=C1)F)Cl)C(C)C 3-bromo-5-(3-chloro-5-fluorophenoxy)-1-(prop-2-yl)-1H-1,2,4-triazole